1-(5-chloronaphthalene-1-sulfonyl)homopiperazine ClC1=C2C=CC=C(C2=CC=C1)S(=O)(=O)N1CCNCCC1